N[C@H](C)C=1C=C(C=C2C(N(C(=NC12)C=1OC2=C(C1)C=CC=C2)C)=O)C (R)-8-(1-aminoethyl)-2-(benzofuran-2-yl)-3,6-dimethylquinazolin-4(3H)-one